4-[(2R)-3-(3,4-dihydro-1H-isoquinolin-2-yl)-2-hydroxypropyl]-2,2-dimethyl-8-[(1-methyl-4-piperidyl)oxy]-3H-pyrido[3,2-f][1,4]oxazepin-5-one C1N(CCC2=CC=CC=C12)C[C@H](CN1CC(OC2=C(C1=O)C=CC(=N2)OC2CCN(CC2)C)(C)C)O